CN1CCN(CC1)CC1=CC=C(C(=O)O)C=C1 4-(4-methylpiperazin-1-ylmethyl)benzoic acid